3-(((3aR,4S,6S,6aS)-6-Hydroxy-2,2-dimethyltetrahydro-4H-cyclopenta[d][1,3]dioxol-4-yl)methyl)-N-phenethylcyclobutane-1-carboxamide O[C@H]1C[C@@H]([C@@H]2[C@H]1OC(O2)(C)C)CC2CC(C2)C(=O)NCCC2=CC=CC=C2